but-3-yn-2-ol CC(C#C)O